1-(2-(benzyl-(propyl)amino)-6-(2-cyanophenyl)pyridin-4-yl)-3-(p-tolyl)urea C(C1=CC=CC=C1)N(C1=NC(=CC(=C1)NC(=O)NC1=CC=C(C=C1)C)C1=C(C=CC=C1)C#N)CCC